C(C)(C)(C)OC(=O)N1CCC2(CC(CO2)N)CC1 3-amino-1-oxa-8-azaspiro[4.5]decane-8-carboxylic acid tert-butyl ester